ClC=1C(=C(C2=C(CN3[C@@H](CO2)CN(CC3)C(C=C)=O)C1)C#C)C1=C(C=CC=C1C)O 1-[(12AR)-8-chloro-10-ethynyl-9-(2-hydroxy-6-methylphenyl)-3,4,12,12a-tetrahydro-6H-pyrazino[2,1-c][1,4]benzoxazepin-2(1H)-yl]prop-2-en-1-one